N-(3,4-difluorophenyl)-2,2-dimethylpropionamide FC=1C=C(C=CC1F)NC(C(C)(C)C)=O